CC=1N=C2N(C=CC=C2C(C(F)(F)F)O)C1 2-methyl-8-(2,2,2-trifluoro-1-hydroxyethyl)imidazo[1,2-a]pyridin